(3S,4S)-8-(6-chloropteridin-2-yl)-3-methyl-2-oxa-8-azaspiro[4.5]decane-4-amine ClC=1N=C2C=NC(=NC2=NC1)N1CCC2([C@@H]([C@@H](OC2)C)N)CC1